2-chloroethyltriethylammonium bromide [Br-].ClCC[N+](CC)(CC)CC